N-(1-cyclopropylethyl)-6-(4-fluorophenyl)-8-methoxyquinazolin-4-amine C1(CC1)C(C)NC1=NC=NC2=C(C=C(C=C12)C1=CC=C(C=C1)F)OC